[Pb+].O water lead (i)